3-(4-diethylamino-phenyl)-3-(1-ethyl-2-methylindol-3-yl)phthalide C(C)N(C1=CC=C(C=C1)C1(OC(=O)C2=CC=CC=C12)C1=C(N(C2=CC=CC=C12)CC)C)CC